(2S,3R,4S,5S,6S)-2-(4-(hydroxymethyl)-3-methoxyphenoxy)-6-(methoxy carbonyl)tetrahydro-2H-pyran-3,4,5-triyl triacetate C(C)(=O)O[C@H]1[C@@H](O[C@@H]([C@H]([C@@H]1OC(C)=O)OC(C)=O)C(=O)OC)OC1=CC(=C(C=C1)CO)OC